C1=CC=CC=2C#CCCC3=C(C21)C=CC=C3 dibenzo-cyclooctyne